Barium tetrafluoroborate salt F[B-](F)(F)F.[Ba+2].F[B-](F)(F)F